3-chloro-2,2-dimethylpropionic acid ClCC(C(=O)O)(C)C